N-[2-(3-fluoroazetidin-1-yl)ethyl]-N-methyl-carbamic acid tert-butyl ester C(C)(C)(C)OC(N(C)CCN1CC(C1)F)=O